CC=1C=C2C=3C=C(C=CC3NC2=CC1C=1C=C(C=2N(C1)N=CN2)C)C=2CCN(CC2)C(=O)OC(C)(C)C tert-butyl 4-(6-methyl-7-(8-methyl-[1,2,4]triazolo[1,5-a]pyridin-6-yl)-9H-carbazol-3-yl)-3,6-dihydropyridine-1(2H)-carboxylate